C[C@]12[C@H]3CC[C@@]4(CCC[C@H]4[C@H]3CC[C@H]2CCCC1)C (5R,8R,9S,10S,13S,14S,17S)-10,13-dimethylhexadecahydro-1H-cyclopenta[a]phenanthren